racemic-2-methyl-4-hexynoic acid C[C@@H](C(=O)O)CC#CC |r|